3-methoxy-5-(5-(6-methyl-2,6-diazaspiro[3.3]heptan-2-yl)-1H-benzo[d]imidazol-2-yl)benzene-1,2-diol COC1=C(C(=CC(=C1)C1=NC2=C(N1)C=CC(=C2)N2CC1(C2)CN(C1)C)O)O